COCCOC1=CC=C(C=C1)NC=1C=C2CN(C(C2=CC1)=O)C 5-((4-(2-Methoxyethoxy)phenyl)amino)-2-methylisoindolin-1-one